O.[Br-].[Yb+3].[Br-].[Br-] ytterbium(III) bromide hydrate